CN(S(=O)(=O)N1CC2(CN(C2)C(=O)OC(C)(C)C)C1)C tert-butyl 6-(N,N-dimethylsulfamoyl)-2,6-diazaspiro[3.3]heptane-2-carboxylate